O=C1CC[C@H](N1C(=O)OC(C)(C)C)C(=O)OC O1-tert-butyl O2-methyl (2S)-5-oxopyrrolidine-1,2-dicarboxylate